C1(=CC=CC=C1)C(N1CC(C1)(O)CNC(CCC)=O)C1=CC=CC=C1 N-{[1-(diphenylmethyl)-3-hydroxyazetidin-3-yl]methyl}butanamide